OC=1C=CC=C2C=CC=NC12 8-hydroxyquinolin